NC1=NC(=C(C(=O)OC)C=C1Br)Cl Methyl 6-amino-5-bromo-2-chloronicotinate